2-bromo-5-(pyridin-4-yl)benzonitrile BrC1=C(C#N)C=C(C=C1)C1=CC=NC=C1